β-mercaptoethylmethyldiethoxysilane SCC[Si](OCC)(OCC)C